CN1C=CC=2C1=C(N=CC2)N[C@H]2CN(CCC2)C(=O)OC(C)(C)C tert-butyl (R)-3-((1-methyl-1H-pyrrolo[2,3-c]pyridin-7-yl) amino)piperidine-1-carboxylate